1-[5-(2-fluorophenyl)-1-(pyridine-3-sulfonyl)-1H-pyrrol-3-yl]-N-methyl-methylamine p-toluenesulfonate CC1=CC=C(C=C1)S(=O)(=O)O.FC1=C(C=CC=C1)C1=CC(=CN1S(=O)(=O)C=1C=NC=CC1)CNC